2-(1-(difluoromethyl)-1H-pyrazol-4-yl)-4-(5-(2,6-dimethylphenoxy)-1-methyl-2-oxo-1,2-dihydropyridin-4-yl)-6-methyl-1,6-dihydro-7H-pyrrolo[2,3-c]pyridin-7-one FC(N1N=CC(=C1)C1=CC2=C(C(N(C=C2C2=CC(N(C=C2OC2=C(C=CC=C2C)C)C)=O)C)=O)N1)F